N-[4-(3-bromophenyl)thiazol-2-yl]-2-chloro-N-(3,5-dimethylphenyl)acetamide BrC=1C=C(C=CC1)C=1N=C(SC1)N(C(CCl)=O)C1=CC(=CC(=C1)C)C